9,9-dimethyl-4,5-bis(di-tert-butylphosphino)-9H-xanthene CC1(C2=CC=CC(=C2OC=2C(=CC=CC12)P(C(C)(C)C)C(C)(C)C)P(C(C)(C)C)C(C)(C)C)C